R-1,2-di(chloroacetamido)cyclohexane ethyl-1-(6-(2-chloro-4-methoxyphenyl)quinolin-2-yl)piperidine-4-carboxylate C(C)OC(=O)C1CCN(CC1)C1=NC2=CC=C(C=C2C=C1)C1=C(C=C(C=C1)OC)Cl.ClCC(=O)N[C@H]1C(CCCC1)NC(CCl)=O